2-(2'-hydroxy-4'-benzoylphenyl)-5-chloro-2H-benzotriazole OC1=C(C=CC(=C1)C(C1=CC=CC=C1)=O)N1N=C2C(=N1)C=CC(=C2)Cl